4-amino-3-(3-sulfopropoxy)benzenesulfonic acid NC1=C(C=C(C=C1)S(=O)(=O)O)OCCCS(=O)(=O)O